1-methyl-1-isopropyl-N-[methyl-(1-isopropyl)silyl]silaneamine C[SiH](N[SiH](C(C)C)C)C(C)C